C(C)(C)(C)C1=CC(=C(C=C1)O[C@@H](CC)CCC)[N+](=O)[O-] (S)-4-(TERT-BUTYL)-1-(HEXAN-3-YLOXY)-2-NITROBENZENE